(2-methoxy-4-amino-6-morpholinyl)phenyl-trifluoromethyl-ethanone COC1CN(CC(O1)C(C(=O)C(F)(F)F)C1=CC=CC=C1)N